(R)-4-(3H-[1,2,3]triazolo[4,5-b]pyridin-3-yl)-2-fluoro-N-(2-(1-isopropyl-1H-pyrazol-4-yl)thieno[3,2-c]pyridin-4-yl)-N-(piperidin-3-yl)benzamide N1=NN(C2=NC=CC=C21)C2=CC(=C(C(=O)N([C@H]1CNCCC1)C1=NC=CC3=C1C=C(S3)C=3C=NN(C3)C(C)C)C=C2)F